N1CC(C1)=C(CN1C(C2=CC=CC=C2C1=O)=O)CC (e)-2-(2-(azetidin-3-ylidene)butyl)isoindoline-1,3-dione